N-((5-cyclopentyl-1,3,4-thiadiazol-2-yl)methyl)-1-(2,6-dimethylpyridin-3-yl)-1H-1,2,3-triazole-4-carboxamide C1(CCCC1)C1=NN=C(S1)CNC(=O)C=1N=NN(C1)C=1C(=NC(=CC1)C)C